Tert-Butyl 2-Chloro-6-Cyano-4-Methylnicotinate ClC1=C(C(=O)OC(C)(C)C)C(=CC(=N1)C#N)C